C(C=C)N1N(C2=NC(=NC=C2C1=O)NC=1C=C2C(N(CC2=CC1)C)=O)C1=NC(=CC=C1)C(C)(C)O 2-allyl-1-(6-(2-hydroxypropan-2-yl)pyridin-2-yl)-6-((2-methyl-3-oxoisoindolin-5-yl)amino)-1H-pyrazolo[3,4-d]pyrimidin-3(2H)-one